BrC1=C(C=CC(=C1)N1C2=C(C=3C=CC=CC13)N=CC=C2)C2=CC(=CC=C2)Br 5-(2,3'-dibromo-[1,1'-biphenyl]-4-yl)-5H-pyrido[3,2-b]indole